1-(5-((4-(2-methoxyphenyl)piperazin-1-yl)methyl)-1-oxoisoindolin-2-yl)dihydropyrimidine-2,4(1H,3H)-dione COC1=C(C=CC=C1)N1CCN(CC1)CC=1C=C2CN(C(C2=CC1)=O)N1C(NC(CC1)=O)=O